tert-butyl 6-(2-amino-5-fluoro-4-(trifluoromethyl)phenyl)-3,4-dihydropyridine-1-carboxylate NC1=C(C=C(C(=C1)C(F)(F)F)F)C1=CCCCN1C(=O)OC(C)(C)C